C(C)(C)(C)OC(=O)N[C@@H]1CN(C[C@@H](C1)C(F)(F)F)C1=C2C(=NC=C1[N+](=O)[O-])C(CC2)OC(C)=O acetic acid 4-[(3S,5R)-3-[(tert-butoxycarbonyl) amino]-5-(trifluoromethyl) piperidin-1-yl]-3-nitro-6,7-dihydro-5H-cyclopenta[b]pyridin-7-yl ester